isopropyl (S)-6-diazo-2-((S)-2-ethoxy-3-(4-hydroxyphenyl)propanamido)-5-oxohexanoate [N+](=[N-])=CC(CC[C@@H](C(=O)OC(C)C)NC([C@H](CC1=CC=C(C=C1)O)OCC)=O)=O